5-phenyl-9,9-dimethylfluorene C1(=CC=CC=C1)C1=C2C=3C=CC=CC3C(C2=CC=C1)(C)C